N-benzyl-2-(3-phenyloxetan-3-yl)ethylamine C(C1=CC=CC=C1)NCCC1(COC1)C1=CC=CC=C1